γ-vinylpropyltriethoxysilane C(=C)CCC[Si](OCC)(OCC)OCC